(R)-1-(allyloxy)but-3-en-2-ol C(C=C)OC[C@@H](C=C)O